N-(1H-pyrazol-3-yl)-6-(pyridin-3-yl)-2-(4-(m-tolyl)-1H-pyrazol-1-yl)furo[3,2-d]pyrimidin-4-amine N1N=C(C=C1)NC=1C2=C(N=C(N1)N1N=CC(=C1)C=1C=C(C=CC1)C)C=C(O2)C=2C=NC=CC2